ClC1=C(C(=CC=C1)F)C1=C(C(=NC=2C=C(CCC12)C1=C(N=CS1)C)N1CC2(CN(C2)C(C=C)=O)CC1)C#N 4-(2-chloro-6-fluorophenyl)-7-(4-methyl-1,3-thiazol-5-yl)-2-(2-(2-propenoyl)-2,6-diazaspiro[3.4]octan-6-yl)-5,6-dihydro-3-quinolinecarbonitrile